FC(C1=CC=2OCCC3N(C2N=C1)CCNC3)(F)F 3-(trifluoromethyl)-6,7,7a,8,10,11-hexahydro-9H-pyrazino[1,2-d]pyrido[3,2-b][1,4]oxazepin